1-((S)-1-(3-chlorophenyl)-2-(dimethylamino)ethyl)-4-(5-(2-(trifluoromethyl)morpholino)-pyrrolo[2,3-b]pyridin-3-yl)pyridin-2(1H)-one ClC=1C=C(C=CC1)[C@@H](CN(C)C)N1C(C=C(C=C1)C1=CNC2=NC=C(C=C21)N2CC(OCC2)C(F)(F)F)=O